6-{5-chloro-2-[(oxan-4-yl)amino]pyrimidin-4-yl}-2-[2-(2,5-dimethylmorpholin-4-yl)-2-oxoethyl]-2,3-dihydro-1H-isoindol-1-one ClC=1C(=NC(=NC1)NC1CCOCC1)C1=CC=C2CN(C(C2=C1)=O)CC(=O)N1CC(OCC1C)C